1,2,3-trichlorobutadiene ClC=C(C(=C)Cl)Cl